(1r,4r,6s)-2-oxabicyclo[2.2.1]heptan-6-amine hydrochloride Cl.[C@H]12OC[C@H](C[C@@H]1N)C2